5-(7-(3-(4-(4-amino-3-(4-phenoxyphenyl)-1H-pyrazolo[3,4-d]pyrimidin-1-yl)piperidin-1-yl)azetidin-1-yl)-2-azaspiro[3.5]non-2-yl)-2-(2,6-dioxopiperidin-3-yl)isoindoline-1,3-dione NC1=C2C(=NC=N1)N(N=C2C2=CC=C(C=C2)OC2=CC=CC=C2)C2CCN(CC2)C2CN(C2)C2CCC1(CN(C1)C=1C=C3C(N(C(C3=CC1)=O)C1C(NC(CC1)=O)=O)=O)CC2